dioctadecyldiiodosilane C(CCCCCCCCCCCCCCCCC)[Si](I)(I)CCCCCCCCCCCCCCCCCC